C1(=CC=CC2=CC=CC=C12)CC=1OCCN1 2-((1-naphthyl)methyl)-4,5-dihydrooxazole